tert-Butyl 3-(2-oxo-3H-1,3-benzoxazol-6-yl)-8-azabicyclo[3.2.1]octane-8-carboxylate O=C1OC2=C(N1)C=CC(=C2)C2CC1CCC(C2)N1C(=O)OC(C)(C)C